N1CC=CC=C1 (1H)-pyridine